N[C@@H]1CN(CC1)C(=O)C=1SC(=CC1C)C1=CC=C(C=C1)C1CCN(CC1)CC (S)-(3-aminopyrrolidin-1-yl)(5-(4-(1-ethylpiperidin-4-yl)phenyl)-3-methylthiophen-2-yl)methanone